1-(oxetan-3-yl)methanamine O1CC(C1)CN